ethyl 4-hydroxy-1-(2-morpholinoethyl)-2-oxo-1,8-naphthyridine-3-carboxylate OC1=C(C(N(C2=NC=CC=C12)CCN1CCOCC1)=O)C(=O)OCC